CON1C(C2(CNCC2)C2=C3C(=NC=C21)N(C(=C3C=3C=C2C=NN(C2=CC3)C)C=3C=NN(C3)C)S(=O)(=O)C3=CC=CC=C3)=O 6-methoxy-1-(1-methyl-1H-indazol-5-yl)-2-(1-methyl-1H-pyrazol-4-yl)-3-(phenylsulfonyl)-3,6-dihydro-7H-spiro[dipyrrolo[2,3-b:3',2'-d]pyridine-8,3'-pyrrolidin]-7-one